FC1=C(C=CC=2NC(=NC21)CNC2=NC(=NC=1N2N=CC1C)SC)F N-[(4,5-difluoro-1H-benzimidazol-2-yl)methyl]-8-methyl-2-(methylsulfanyl)pyrazolo[1,5-a][1,3,5]triazin-4-amine